(R)-1-(2-((R)-3-(4-benzylpiperazin-1-yl)-2-methylpropyloxy)-7-bromo-8-fluoroquinazolin-4-yl)-3-methylpiperidin-3-ol C(C1=CC=CC=C1)N1CCN(CC1)C[C@H](COC1=NC2=C(C(=CC=C2C(=N1)N1C[C@@](CCC1)(O)C)Br)F)C